BrC=1C=CC(=C(C1)CC1=CC=C(OC2OCCC2)C=C1)Cl 4-[(5-bromo-2-chlorophenyl)methyl]Phenoxytetrahydrofuran